C(C)(C)(C)OC(NC[C@H]1C[C@H]([C@@H]2OC(O[C@@H]21)(C)C)N2C=C1C=CC(NC=3C1=C2N=CN3)=O)=O tert-butyl-(((3aR,4R,6R,6aS)-2,2-dimethyl-6-(7-oxo-6,7-dihydro-2H-2,3,5,6-tetraazabenzo[cd]azulen-2-yl)tetrahydro-4H-cyclopenta[d][1,3]dioxol-4-yl)methyl)carbamate